6-(3-(4-chlorobenzyl)thiophene-2-carboxamido)spiro[3.3]Heptane-2-carboxylic acid methyl ester COC(=O)C1CC2(C1)CC(C2)NC(=O)C=2SC=CC2CC2=CC=C(C=C2)Cl